5,N5,6-trimethyl-2-oxo-N3-phenoxy-1-[3-(trifluoromethyl)phenyl]-1,2-dihydro-pyridine-3,5-dicarboxamide CC1(C=C(C(N(C1C)C1=CC(=CC=C1)C(F)(F)F)=O)C(=O)NOC1=CC=CC=C1)C(=O)NC